((4-bromo-1H-indol-1-yl)sulfonyl)-5-chloro-3-fluoro-2-methoxybenzaldehyde BrC1=C2C=CN(C2=CC=C1)S(=O)(=O)C1=C(C(=C(C=O)C=C1Cl)OC)F